CN1C(=NN=C1C1=CC=NC=C1)CNC=1C=C(C(=O)NCC2=C(C=CC=C2)C(F)(F)F)C=CC1 3-[(4-methyl-5-pyridin-4-yl-1,2,4-triazol-3-yl)methylamino]-N-[[2-(trifluoromethyl)phenyl]methyl]benzamide